2-chloro-4-(3,3,5,6-tetramethyl-2,3-dihydro-1H-pyrrolo[3,2-b]pyridin-1-yl)pyrimidine ClC1=NC=CC(=N1)N1CC(C2=NC(=C(C=C21)C)C)(C)C